(±)-cis-[3-Fluoro-4-piperidyl]N-[8-amino-7-fluoro-6-(8-methyl-2,3-dihydro-1H-pyrido[2,3-b][1,4]oxazin-7-yl)-3-isoquinolyl]carbamate F[C@@H]1CNCC[C@@H]1OC(NC=1N=CC2=C(C(=C(C=C2C1)C1=C(C2=C(OCCN2)N=C1)C)F)N)=O |r|